C(C)C=1C(=CC(=C(C1)O)F)C1=CC=C2C(=NNC2=C1)C1=NC2=C(N1)CN(C2)C(=O)N2CCN(CC2)C 5-ethyl-2-fluoro-4-{3-[5-(4-methylpiperazine-1-carbonyl)-1H,4H,5H,6H-pyrrolo[3,4-d]imidazol-2-yl]-1H-indazol-6-yl}phenol